1-methoxy-2-(methoxymethyl)-2-methylundecane COCC(CCCCCCCCC)(C)COC